C(OC(CCCCO[Si](C)(C)C(C)(C)C)CCCCCCCCCCCC)(OC1=CC=C(C=C1)[N+](=O)[O-])=O 1-((tert-butyldimethylsilyl)oxy)heptadecan-5-yl (4-nitrophenyl) carbonate